2-(2-chloro-6-(dibenzo[b,d]furan-3-yl)phenyl)-4,6-diphenyl-1,3,5-triazine ClC1=C(C(=CC=C1)C=1C=CC2=C(OC3=C2C=CC=C3)C1)C1=NC(=NC(=N1)C1=CC=CC=C1)C1=CC=CC=C1